C(C1=CC=CC=C1)OCCN1N=CC(=C1)C1C(C1C)C(=O)O 2-(1-(2-(benzyloxy)ethyl)-1H-pyrazol-4-yl)-3-methylcyclopropanecarboxylic acid